C(C)(C)(C)OC(CC[C@@H](C(=O)N)N1C(C2=CC(=C(C=C2C1=O)F)F)=O)=O (S)-5-amino-4-(5,6-difluoro-1,3-dioxoisoindolin-2-yl)-5-oxopentanoic acid tert-butyl ester